tert-butyl 1-((6-cyclopropyl-8-(4-methylpiperazin-1-yl) imidazo[1,2-a]pyridin-2-yl) methyl)-1H-1,2,3-triazole-4-carboxylate C1(CC1)C=1C=C(C=2N(C1)C=C(N2)CN2N=NC(=C2)C(=O)OC(C)(C)C)N2CCN(CC2)C